[Si](C)(C)(C(C)(C)C)O[C@@H](CCCC(=O)OC)\C=C\CC1=C(C=CC=C1)\C=C\[C@@H](CC)O[Si](C)(C)C(C)(C)C Methyl (S,E)-5-((tert-butyldimethylsilyl)oxy)-8-(2-((R,E)-3-((tertbutyldimethylsilyl)oxy)pent-1-en-1-yl)phenyl)oct-6-enoate